NCC(O)C1=CC=NC=C1 2-amino-1-(4-pyridyl)ethanol